5-methyl-7,8-dihydropteridine-6(5H)-thione CN1C=2C=NC=NC2NCC1=S